2'-chloro-N-(5-(5-(difluoromethoxy)-3,6-dimethylpicolinoyl)-5,6-dihydro-4H-pyrrolo[3,4-d]thiazol-2-yl)-5'-methoxy-6-methyl-[4,4'-bipyridine]-3-carboxamide ClC1=NC=C(C(=C1)C1=C(C=NC(=C1)C)C(=O)NC=1SC2=C(N1)CN(C2)C(C2=NC(=C(C=C2C)OC(F)F)C)=O)OC